octadec-10,13-dien-1-ol C(CCCCCCCCC=CCC=CCCCC)O